6-((1R,5S)-3-(3-(quinolin-5-ylmethoxy)propanoyl)-3,8-diazabicyclo[3.2.1]octan-8-yl)nicotinonitrile N1=CC=CC2=C(C=CC=C12)COCCC(=O)N1C[C@H]2CC[C@@H](C1)N2C2=NC=C(C#N)C=C2